C1(=CC=CC2=CC=CC=C12)S(=O)(=O)NCCNC(CC)=O N-[(naphthylsulfonylamino)ethyl]-propionamide